saccharin cobalt [Co].S1(=O)(=O)NC(=O)C2=CC=CC=C12